CC1=C(N=C(S1)C1=CC=C(C=C1)CN1CCOCC1)CO (5-methyl-2-(4-(morpholinomethyl)phenyl)thiazol-4-yl)methanol